5-((2-amino-4-(2-morpholinoethoxy)pyrimidin-5-yl)ethynyl)-N-(4-((4-methylpiperazin-1-yl)methyl)-3-(trifluoromethyl)phenyl)nicotinamide NC1=NC=C(C(=N1)OCCN1CCOCC1)C#CC=1C=NC=C(C(=O)NC2=CC(=C(C=C2)CN2CCN(CC2)C)C(F)(F)F)C1